3-((4-(5-chloro-1-((4-fluoropiperidin-4-yl)methyl)-1H-indol-7-yl)-5-methylpyrrolo[2,1-f][1,2,4]triazin-6-yl)methyl)-6,6-dimethyl-3-azabicyclo[3.1.0]hexane-2,4-dione hydrochloride Cl.ClC=1C=C2C=CN(C2=C(C1)C1=NC=NN2C1=C(C(=C2)CN2C(C1C(C1C2=O)(C)C)=O)C)CC2(CCNCC2)F